(R)-N-((3-(Cyclopropyloxymethyl)thiophen-2-yl)methyl)-2-(9-(pyridin-2-yl)-6-oxaspiro[4.5]decan-9-yl)ethylamine C1(CC1)OCC1=C(SC=C1)CNCC[C@]1(CCOC2(CCCC2)C1)C1=NC=CC=C1